C(CCC)C1=CC=2C(C3=CC=CC=C3C(C2C=C1)=O)=O 2-butylanthraquinone